(R)-Tetrahydrofuran-3-yl (8-amino-6-(4-cyano-5-methyl-3,4-dihydro-2H-pyrano[2,3-b]pyridin-6-yl)-7-fluoroisoquinolin-3-yl)carbamate NC=1C(=C(C=C2C=C(N=CC12)NC(O[C@H]1COCC1)=O)C=1C(=C2C(=NC1)OCCC2C#N)C)F